5-methyl-3,4,7,9,12-pentazatricyclo[8.4.0.02,6]tetradeca-1(10),2(6),4,7,11,13-hexaene CC1=NNC=2C=3C=CN=CC3NC=NC12